2-(5-(ethoxycarbonyl)-1,4-dimethyl-1H-pyrrole-3-yl)-2-oxoacetic acid C(C)OC(=O)C1=C(C(=CN1C)C(C(=O)O)=O)C